1,6-dimethylbenzenebutanedinitrile CC1(CC=CC=C1C)C(CC#N)C#N